COC=1C=C(C=CC1)C=1N=C(OC1)C1=CC2=C(N(N=N2)C(C)C)C=C1 5-[4-(3-methoxyphenyl)-1,3-oxazol-2-yl]-1-(propan-2-yl)-1H-1,2,3-benzotriazole